C(#N)C=1C=NN2C1C(=CC(=C2)OC[C@@H](CC)O)C=2C=CC(=NC2)N2CCN(CC2)C(=O)NCC(C)C (R)-4-(5-(3-cyano-6-(2-hydroxybutoxy)pyrazolo[1,5-a]pyridin-4-yl)pyridin-2-yl)-N-isobutylpiperazine-1-carboxamide